N-(2,6-diphenylpyrimidin-4-yl)propionamide C1(=CC=CC=C1)C1=NC(=CC(=N1)NC(CC)=O)C1=CC=CC=C1